1-[4-[6-chloro-7-(3-methyl-2-pyridinyl)quinazolin-4-yl]piperazin-1-yl]prop-2-en-1-one ClC=1C=C2C(=NC=NC2=CC1C1=NC=CC=C1C)N1CCN(CC1)C(C=C)=O